1'-(5-((2-amino-3-chloropyridin-4-yl)thio)pyrazin-2-yl)-1,3-dihydrospiro[indene-2,4'-piperidin] NC1=NC=CC(=C1Cl)SC=1N=CC(=NC1)N1CCC2(CC1)CC1=CC=CC=C1C2